C(C1=CC=CC=C1)OC(=O)N1CCNC([C@@H](C1)NC1=NC=2C(=CC=CC2C=2N1N=C(N2)C2=CC=C(C=C2)OC)C(=C)C(F)(F)F)=O (6R)-6-{[2-(4-methoxyphenyl)-7-(3,3,3-trifluoroprop-1-en-2-yl)[1,2,4]triazolo[1,5-c]quinazolin-5-yl]amino}-5-oxo-1,4-diazepan-1-carboxylic acid benzyl ester